BrC1=CC=C(C=C1)[Se][Se]C1=CC=C(C=C1)Br di(4-bromophenyl) diselenide